ClC=1C(=CC=2N(C1)C=CN2)C=O 6-chloroimidazo[1,2-a]pyridine-7-carboxaldehyde